N-cyclopropyl-2-(difluoromethoxy)-4-[7-[[(3R)-1-isopropyl-3-piperidyl]methoxy]imidazo[1,2-a]pyridin-3-yl]-6-methoxy-benzamide C1(CC1)NC(C1=C(C=C(C=C1OC)C1=CN=C2N1C=CC(=C2)OC[C@H]2CN(CCC2)C(C)C)OC(F)F)=O